N-(1-tert-butylpyrazol-4-yl)-3-(4-quinolyloxy)benzamide C(C)(C)(C)N1N=CC(=C1)NC(C1=CC(=CC=C1)OC1=CC=NC2=CC=CC=C12)=O